CN1C2=C(C=C(C1=O)C(=O)NC1=CC=CC=C1)CC(C2)(C)C 1,6,6-Trimethyl-2-oxo-N-phenyl-5,7-dihydrocyclopenta[b]pyridine-3-carboxamide